BrC=1C=C(C2=C(N(N=N2)C2=CC(=C(C(=C2)OC)OC)OC)C1)F 6-bromo-4-fluoro-1-(3,4,5-trimethoxyphenyl)-1H-benzo[d][1,2,3]triazole